(7-Methyl-6-(quinolin-3-yl)imidazo[1,2-a]pyridin-3-yl)(4-nitrophenyl)methanone CC1=CC=2N(C=C1C=1C=NC3=CC=CC=C3C1)C(=CN2)C(=O)C2=CC=C(C=C2)[N+](=O)[O-]